2-methyl-3-(4-(trifluoromethoxy)benzyl)naphthalene-1,4-dione CC=1C(C2=CC=CC=C2C(C1CC1=CC=C(C=C1)OC(F)(F)F)=O)=O